TERT-BUTYL 4-(4-(6,7-DIHYDRO-5H-PYRROLO[3,4-B]PYRAZINE-6-CARBOXAMIDO)PHENYL)-3,6-DIHYDRO-PYRIDINE-1(2H)-CARBOXYLATE N1=C2C(=NC=C1)CN(C2)C(=O)NC2=CC=C(C=C2)C=2CCN(CC2)C(=O)OC(C)(C)C